C(C)(=O)C=1C=NC=CC1NC(C(C)(C)C)=O N-(3-acetylpyridin-4-yl)-2,2-dimethylpropanamide